N-((5-(furan-2-yl)pyridin-2-yl)methyl)-1-isobutyryl-6-methyl-4-(phenylsulfonyl)piperazine-2-carboxamide O1C(=CC=C1)C=1C=CC(=NC1)CNC(=O)C1N(C(CN(C1)S(=O)(=O)C1=CC=CC=C1)C)C(C(C)C)=O